C(C)C(C)(C)Cl 1-ethyl-methyl-ethyl chloride